benzyl 4-(2,2-dimethoxyethyl)piperidine-1-carboxylate COC(CC1CCN(CC1)C(=O)OCC1=CC=CC=C1)OC